CC1(OB(OC1(C)C)C=CCNC(OCCCC)=O)C butyl N-[3-(4,4,5,5-tetramethyl-1,3,2-dioxaborolan-2-yl)prop-2-en-1-yl]carbamate